(2Z)-3-amino-2-cyano-3-phenylacrylic acid ethyl ester C(C)OC(\C(=C(\C1=CC=CC=C1)/N)\C#N)=O